deoxyuridine-5'-triphosphate trisodium salt [Na+].[Na+].[Na+].P([O-])(=O)(OP(=O)([O-])OP(=O)([O-])O)OC[C@@H]1[C@H](C[C@@H](O1)N1C(=O)NC(=O)C=C1)O